tert-butyl N-(1-{[1-(2,6-dioxopiperidin-3-yl)-3-methyl-2-oxo-1,3-benzodiazol-4-yl] methyl} piperidin-4-yl)-N-methylcarbamate O=C1NC(CCC1N1C(N(C2=C1C=CC=C2CN2CCC(CC2)N(C(OC(C)(C)C)=O)C)C)=O)=O